C(C)C12CCCN2C(C2=C1SC=C2)=O 8a-Ethyl-7,8-dihydro-6H-thieno[2,3-a]pyrrolizin-4-one